(3R,5'S)-5-chloro-1'-((S)-4-fluoro-4-methyl-2-(methylamino)pentanoyl)-2-oxospiro[indoline-3,3'-pyrrolidine]-5'-carboxamide hydrochloride Cl.ClC=1C=C2C(=CC1)NC([C@@]21CN([C@@H](C1)C(=O)N)C([C@H](CC(C)(C)F)NC)=O)=O